NCCCN1C2=C(N(C(C3=C1C=C(C=C3)Cl)=O)CCO)C=CC=C2 5-(3-aminopropyl)-3-chloro-10-(2-hydroxyethyl)-5,10-dihydro-11H-dibenzo[b,e][1,4]diazepin-11-one